ClC=1C=NN(C1C1=NN2C(N(C(CC2)=O)[C@H](C)C2=CC=C(C=C2)C=2N(C=C(N2)C(F)(F)F)CC)=N1)C(C)C (R)-2-(4-chloro-1-isopropyl-1H-pyrazol-5-yl)-4-(1-(4-(1-ethyl-4-(trifluoromethyl)-1H-imidazol-2-yl)phenyl)ethyl)-6,7-dihydro-[1,2,4]triazolo[1,5-a]pyrimidin-5(4H)-one